FC(C=1C(=C(C=CC1)[C@@H](C)NC=1N=CC2=C(N1)N(C(C(=C2)C=2CCS(CC2)(=O)=NC)=O)C)F)F (((R)-1-(3-(difluoromethyl)-2-fluorophenyl)ethyl)amino)-8-methyl-6-(1-(methylimino)-1-oxido-1,2,3,6-tetrahydro-1λ6-thiopyran-4-yl)pyrido[2,3-d]pyrimidin-7(8H)-one